2-(6-((S)-1-hydroxypropan-2-ylamino)-4-((R)-1-(4-methyl-4H-1,2,4-triazol-3-yl)propan-2-yl)pyridin-2-yl)-4-(trifluoromethyl)isoindolin-1-one OC[C@H](C)NC1=CC(=CC(=N1)N1C(C2=CC=CC(=C2C1)C(F)(F)F)=O)[C@@H](CC1=NN=CN1C)C